(6Z)-6-nonen-1-ol C(CCCC\C=C/CC)O